tert-Butyl 8-(2-(pyridin-4-yl)-6-(2,2,2-trifluoroethyl)pyrido[3,4-d]pyrimidin-4-yl)-2,8-diazaspiro[4.5]decane-2-carboxylate N1=CC=C(C=C1)C=1N=C(C2=C(N1)C=NC(=C2)CC(F)(F)F)N2CCC1(CCN(C1)C(=O)OC(C)(C)C)CC2